N-(3-((1s,3s)-3-(cyanomethyl)-1-(4-methyl-4H-1,2,4-triazol-3-yl)cyclobutyl)phenyl)-6-(((1-methylcyclopropyl)amino)methyl)imidazo[1,2-a]pyridine-8-carboxamide C(#N)CC1CC(C1)(C1=NN=CN1C)C=1C=C(C=CC1)NC(=O)C=1C=2N(C=C(C1)CNC1(CC1)C)C=CN2